NC=1C(=NC=CC1OC1=C2C=NN(C2=CC=C1C)C1OCCCC1)C#N 3-amino-4-((5-methyl-1-(tetrahydro-2H-pyran-2-yl)-1H-indazol-4-yl)oxy)pyridinenitrile